O1CCC(=CC1)C1=NN2C(N(C(=C(C2=O)N2CCN(CC2)C(C2=C(C=NC=C2)O)=O)C)CC(=O)NC2=CC=C(C=C2)C(F)(F)F)=N1 2-(2-(3,6-dihydro-2H-pyran-4-yl)-6-(4-(3-hydroxyisonicotinoyl)piperazin-1-yl)-5-methyl-7-oxo-[1,2,4]triazolo[1,5-a]pyrimidin-4(7H)-yl)-N-(4-(trifluoromethyl)phenyl)acetamide